2-{2-(2-aminoethyl)-1H-benzo[d]imidazol-1-yl}acetamide dihydrochloride Cl.Cl.NCCC1=NC2=C(N1CC(=O)N)C=CC=C2